9-(3,4-dihydro-2H-pyrido[3,2-b][1,4]oxazin-3-yl)-2-(1-methyl-1H-indazole-5-carboxamido)nonanoic acid O1C2=C(NC(C1)CCCCCCCC(C(=O)O)NC(=O)C=1C=C3C=NN(C3=CC1)C)N=CC=C2